(2S,4r)-N-[(5-cyclopropyl-1,2,4-oxadiazol-3-yl)-phenyl-methyl]-1-[(2S)-2-(4-cyclopropyl-triazol-1-yl)-3,3-dimethyl-butyryl]-4-hydroxy-pyrrolidine-2-carboxamide C1(CC1)C1=NC(=NO1)C(NC(=O)[C@H]1N(C[C@@H](C1)O)C([C@H](C(C)(C)C)N1N=NC(=C1)C1CC1)=O)C1=CC=CC=C1